C(C)(C)(C)N1N=C(C(=C1NC1=NC=CN=C1)C#N)C1=CC(=C(C=C1)[N+](=O)[O-])OCC1=NC=C(C=C1)F 1-tert-butyl-3-{3-[(5-fluoropyridin-2-yl)methoxy]-4-nitrophenyl}-5-[(pyrazin-2-yl)amino]-1H-pyrazole-4-carbonitrile